CC1(C(=CCC1C)C)CC(=O)OC(C)C isopropyl (1,2,5-trimethyl-2-cyclopentenyl)acetate